2-chloro-5-nitro-N-(2-oxobutyl)benzamide ClC1=C(C(=O)NCC(CC)=O)C=C(C=C1)[N+](=O)[O-]